tert-butyl 4-[2-(2-amino-1-hydroxy ethyl)-5-fluoro-1-(4-methylbenzenesulfonyl) pyrrolo[2,3-b]pyridin-4-yl]piperidine-1-carboxylate NCC(O)C1=CC=2C(=NC=C(C2C2CCN(CC2)C(=O)OC(C)(C)C)F)N1S(=O)(=O)C1=CC=C(C=C1)C